(S)-5-(3-benzyl-1-((1-propyl-1H-pyrazol-4-yl)sulfonyl)pyrrolidin-3-yl)-1-(4-fluorophenyl)-6-methyl-1H-indazole C(C1=CC=CC=C1)[C@@]1(CN(CC1)S(=O)(=O)C=1C=NN(C1)CCC)C=1C=C2C=NN(C2=CC1C)C1=CC=C(C=C1)F